C(C1=CC=CC=C1)OC1=C(C=C(C=C1)Cl)CN(C1[C@H]([C@@H](CC1)N1CCCC1)O)C (1R,5R)-2-[(2-benzyloxy-5-chloro-phenyl)methyl-methyl-amino]-5-pyrrolidin-1-yl-cyclopentanol